NC1C(N(C=2N(CC1)N=C(C2)C2(CC2)F)C)=O 6-amino-2-(1-fluorocyclopropyl)-4-methyl-7,8-dihydro-4H-pyrazolo[1,5-a][1,3]diazepin-5(6H)-one